N1C(=NCCC2=C1C=CC=C2)SCC2=CSC=1N2CC2=C(CN1)C=CC=C2 3-(((4,5-dihydro-1H-benzo[d][1,3]diazepin-2-yl)thio)methyl)-5,10-dihydrobenzo[e]thiazolo[3,2-a][1,3]diazepine